N-[(4-bromo-3-nitrophenyl)methyl]-2-cyclopropyl-N-[1-methyl-3-(trifluoromethyl)-1H-pyrazol-4-yl]pyrimidine-5-carboxamide BrC1=C(C=C(C=C1)CN(C(=O)C=1C=NC(=NC1)C1CC1)C=1C(=NN(C1)C)C(F)(F)F)[N+](=O)[O-]